1-(4,6-dichlorothieno[2,3-b]pyridin-2-yl)ethan-1-ol ClC1=C2C(=NC(=C1)Cl)SC(=C2)C(C)O